C(C)(C)(C)NS(=O)(=O)C1=C(N=C(S1)CC(C)C)C1=CC=C(C=C1)CN1C(=NC=C1)C(C)(C)C N-(tert-Butyl)-4-(4-((2-(tert-butyl)-1H-imidazol-1-yl)methyl)phenyl)-2-isobutylthiazole-5-sulfonamide